FC1=CC=C(C=C1)C1=NNC(=C1C)C 3-(4-fluorophenyl)-4,5-dimethyl-1H-pyrazole